C(#N)C1=CC(=C(OC2=CNN(C(=C2)C(F)(F)F)C2=CC(=CC=C2)S(=O)(=N)C)C=C1)C 4-(4-cyano-2-methylphenoxy)-N-(3-(S-methylsulfonimidoyl)phenyl)-6-(trifluoromethyl)pyridazine